3-(2-chloro-3-(1,4-benzodioxan-6-yl)anilino)isothiazolo[4,5]pyrazine ClC1=C(NC2=NSC3=C2N=CC=N3)C=CC=C1C1=CC3=C(OCCO3)C=C1